pyridopyrazinyl-(pyridopyrazine) N1=C(C=NC2=C1C=CC=N2)C2=NC1=C(N=C2)N=CC=C1